C(C)(C)N1C=NC(=C1)C(=O)N1C[C@H]2C([C@H]2C1)C(=O)C1=NC=CC=C1 (1-isopropyl-1H-imidazol-4-yl)[(1R,5S,6r)-6-(2-pyridylcarbonyl)-3-azabicyclo[3.1.0]hex-3-yl]methanone